The molecule is a steroid sulfate that is 17-hydroxypregnenolone in which the hydroxy hydrogen at position 3 has been replaced by a sulfo group. It has a role as a human blood serum metabolite. It is a steroid sulfate, a 17alpha-hydroxy steroid, a 20-oxo steroid and a tertiary alpha-hydroxy ketone. It derives from a 17alpha-hydroxypregnenolone. It is a conjugate acid of a 17-hydroxypregnenolone 3-sulfate(1-). CC(=O)[C@]1(CC[C@@H]2[C@@]1(CC[C@H]3[C@H]2CC=C4[C@@]3(CC[C@@H](C4)OS(=O)(=O)O)C)C)O